2-((1R,3R,5S)-3-((5-cyclopropyl-3-(2,6-difluorophenyl)isoxazol-4-yl)methoxy)-8-azabicyclo[3.2.1]oct-8-yl)-4-ethynylbenzo[d]thiazole-6-carboxylic acid C1(CC1)C1=C(C(=NO1)C1=C(C=CC=C1F)F)COC1C[C@H]2CC[C@@H](C1)N2C=2SC1=C(N2)C(=CC(=C1)C(=O)O)C#C